3-fluoro-4-methyl-5-((3-(9-(tetrahydro-2H-pyran-2-yl)-9H-purin-6-yl)pyridin-2-yl)amino)-N-(3-(trifluoromethyl)phenyl)benzamide FC=1C=C(C(=O)NC2=CC(=CC=C2)C(F)(F)F)C=C(C1C)NC1=NC=CC=C1C1=C2N=CN(C2=NC=N1)C1OCCCC1